C1(=CC=CC=C1)NC1=CC=C(C=C1)C1=CC=C(C=C1)C1=CC2=C(N=C(O2)C2=CC=CC=C2)C=C1 N-phenyl-N-{4'-(2-phenyl-benzoxazol-6-yl)-[1,1']biphenyl-4-yl}-amine